BrC=1C=C(C=NC1[C@H](C)OC)N1CC2COCCN2CC1 8-(5-bromo-6-((S)-1-methoxyethyl)pyridin-3-yl)octahydropyrazino[2,1-c][1,4]oxazine